iodobenzene diselenide IC12C(C3C(C=C1)[Se]3)[Se]2